O=S1(N(CCC1)CCNC(OC(C)(C)C)=O)=O tert-butyl (2-(1,1-dioxidoisothiazolidin-2-yl)ethyl)carbamate